[4-[[3-(3-fluoro-4-methoxyphenyl)imidazo[1,2-a]pyrazin-8-yl]amino]-2-methylphenyl]-[4-[(3R)-pyrrolidine-3-carbonyl]piperazin-1-yl]methanone FC=1C=C(C=CC1OC)C1=CN=C2N1C=CN=C2NC2=CC(=C(C=C2)C(=O)N2CCN(CC2)C(=O)[C@H]2CNCC2)C